N-(4-((R)-3-((S)-3-(3-chlorophenyl)pyrrolidin-1-yl)-2-hydroxypropoxy)phenyl)-N-methylmethanesulfonamide ClC=1C=C(C=CC1)[C@H]1CN(CC1)C[C@H](COC1=CC=C(C=C1)N(S(=O)(=O)C)C)O